[Si](C1=CC=CC=C1)(C1=CC=CC=C1)(C(C)(C)C)OC[C@H](C)NC1=NN=C2N1C=C(N=C2C=2C=NN(C2)C2CC2)C2=CC=C(C=C2)C(F)F (S)-N-(1-((tert-butyldiphenylsilyl)oxy)prop-2-yl)-8-(1-cyclopropyl-1H-pyrazol-4-yl)-6-(4-(difluoromethyl)phenyl)-[1,2,4]triazolo[4,3-a]pyrazin-3-amine